NCCOCC(=O)O (2-aminoethoxy)-acetic acid